(S)-methyl 2-amino-3-(3,4-difluorophenyl)propanoate hydrochloride Cl.N[C@H](C(=O)OC)CC1=CC(=C(C=C1)F)F